4-(4-Chloro-2-fluorophenyl)-5-[4-[(3S)-1-(3-fluoropropyl)pyrrolidin-3-yl]oxyphenyl]-2,3-dihydro-1-benzoxepin-8-ol ClC1=CC(=C(C=C1)C=1CCOC2=C(C1C1=CC=C(C=C1)O[C@@H]1CN(CC1)CCCF)C=CC(=C2)O)F